ClC=1N=C(NC1Cl)C=O 4,5-dichloro-1H-imidazole-2-carbaldehyde